C1CCC2=C(C=3CCCC3C=C12)NC(=O)NS(=O)(=O)C=1OC2=C(C1)C(CCC2)(C(F)(F)F)O N-((1,2,3,5,6,7-hexahydro-s-indacen-4-yl)carbamoyl)-4-hydroxy-4-(trifluoromethyl)-4,5,6,7-tetrahydrobenzofuran-2-sulfonamide